1-methoxycyclopropane COC1CC1